N1=NC(=CC2=C1C1=C(CCC2)N=CC=C1)N1N=C(N=C1N)NC1=CC(=C(C=C1)N1CCC(CC1)N1CCCC1)F 1-(6,7-dihydro-5H-pyrido[2',3':6,7]cyclohepta[1,2-c]pyridazin-3-yl)-N3-(3-fluoro-4-(4-(pyrrolidin-1-yl)piperidin-1-yl)phenyl)-1H-1,2,4-triazole-3,5-diamine